NC1=CC=CC=2N=NN(C(C21)=O)C2(C(NC(CC2)=O)=O)C 3-(5-amino-4-oxobenzo[d][1,2,3]triazin-3(4H)-yl)-3-methylpiperidin-2,6-dione